tert-butyl 6-(1-(3-chloro-4-(dimethylcarbamoyl)phenyl) piperidin-4-yl)-2,6-diazaspiro[3.3]heptane-2-carboxylate ClC=1C=C(C=CC1C(N(C)C)=O)N1CCC(CC1)N1CC2(CN(C2)C(=O)OC(C)(C)C)C1